3-(4-chlorophenyl)isoxazole-5-carbaldehyde ClC1=CC=C(C=C1)C1=NOC(=C1)C=O